NC1=C(C=C(C(=C1)O[Si](C(C)C)(C(C)C)C(C)C)OC)C(=O)N1[C@@H](CC(=C1)C)CO[Si](C)(C)C(C)(C)C (S)-(2-amino-5-methoxy-4-((triisopropylsilyl)oxy)phenyl)(2-(((tert-butyldimethylsilyl)oxy)-methyl)-4-methyl-2,3-dihydro-1H-pyrrol-1-yl)methanone